N-(5-(3-(4-chlorophenyl)bicyclo[1.1.1]pentan-1-yl)-1,3,4-thiadiazol-2-yl)-3-(2-fluoro-5-(2-morpholinoethoxy)phenyl)isonicotinamide ClC1=CC=C(C=C1)C12CC(C1)(C2)C2=NN=C(S2)NC(C2=C(C=NC=C2)C2=C(C=CC(=C2)OCCN2CCOCC2)F)=O